Pyridoxal phosphate hydrate O.P(=O)(O)(O)OCC=1C(=C(C(=NC1)C)O)C=O